ClC=1C=CC(=C(C1)C1=CC(N(C=C1OC)C(C(=O)O)C)=O)N1N=NC(=C1)C(F)F 2-[4-{5-chloro-2-[4-(difluoromethyl)-1H-1,2,3-triazol-1-yl]phenyl}-5-methoxy-2-oxopyridin-1(2H)-yl]propionic acid